COC1=NC=C(C(=C1)C1=CC=CC=C1)[N+](=O)[O-] 2-Methoxy-5-nitro-4-phenylpyridine